1-(3-cyano-1-isobutyl-1H-indazol-5-yl)-1H-pyrazole-4-carboxylic acid ethyl ester C(C)OC(=O)C=1C=NN(C1)C=1C=C2C(=NN(C2=CC1)CC(C)C)C#N